3-(7-chloro-1H-benzo[d]imidazol-2-yl)-N-(4-pyridazin-3-ylphenyl)aniline ClC1=CC=CC2=C1NC(=N2)C=2C=C(NC1=CC=C(C=C1)C=1N=NC=CC1)C=CC2